5-(1H-pyrazol-4-yl)-2-[5-(spiro[8-azabicyclo[3.2.1]octane-3,3-azetidin]-1'-yl)[1,3]thiazolo[5,4-d][1,3]thiazol-2-yl]pyridin-3-ol N1N=CC(=C1)C=1C=C(C(=NC1)C=1SC=2N=C(SC2N1)N1CC2(C1)CC1CCC(C2)N1)O